di-heptene phosphate P(=O)(O)(O)O.C=CCCCCC.C=CCCCCC